BrC=1C=C(C=C(C1)F)C[C@@H](C(=O)O)N(C(=O)OC)C1C2=CC=CC=C2C=2C=CC=CC12 (2S)-3-(3-bromo-5-fluorophenyl)-2-(9H-fluoren-9-yl-methoxycarbonylamino)propanoic acid